6-((trimethylsilyl)ethynyl)-1H-benzo[d]imidazole C[Si](C)(C)C#CC=1C=CC2=C(NC=N2)C1